1-(3-(3-chloro-2-methylphenyl)azetidin-3-yl)quinolin-7-amine ClC=1C(=C(C=CC1)C1(CNC1)N1CC=CC2=CC=C(C=C12)N)C